1,2-bis(3-pyridyl)ethylene N1=CC(=CC=C1)C=CC=1C=NC=CC1